dichloro-4,4'-diisocyanatobiphenyl ClC=1C(=C(C=CC1N=C=O)C1=CC=C(C=C1)N=C=O)Cl